4-((6-chlorohexyl)oxy)-2-(2,6-dioxopiperidin-3-yl)isoindoline-1,3-dione ClCCCCCCOC1=C2C(N(C(C2=CC=C1)=O)C1C(NC(CC1)=O)=O)=O